FC1=C(C=CC(=C1)C(C(=O)OCOC(=O)NCOC(CCCC(C)C)=O)C)C1=CC=CC=C1 ((((((2-(2-fluoro-[1,1'-biphenyl]-4-yl) propionyl) oxy) methoxy) carbonyl) amino) methyl)-5-methylhexanoate